C(CC)N(CCC1=CNC2=C(C=C(C=C12)OC)C)CCC N,N-dipropyl-2-(5-methoxy-7-methyl-1H-indol-3-yl)ethan-1-amine